(trans-1-(4-bromophenyl)-5-hydroxy-2-oxopiperidin-3-yl)carbamic acid tert-butyl ester C(C)(C)(C)OC(N[C@@H]1C(N(C[C@H](C1)O)C1=CC=C(C=C1)Br)=O)=O